S(C=1C(=CC(=C(C1)C(C)(C)C)O)C)C=1C(=CC(=C(C1)C(C)(C)C)O)C 4,4'-thio-bis-(6-tert-butyl-m-cresol)